ClC=1C=CC(C2=CC3=CC=CC(=C3C12)Cl)=O 4,5-dichlorofluorenone